1-heptyldecyl 8-[3-[2-[2-[2-(2-benzyloxyethoxy)ethoxy]ethoxy]ethoxy]-2-[8-(1-octylnonoxy)-8-oxo-octoxy]propoxy]octanoate C(C1=CC=CC=C1)OCCOCCOCCOCCOCC(COCCCCCCCC(=O)OC(CCCCCCCCC)CCCCCCC)OCCCCCCCC(=O)OC(CCCCCCCC)CCCCCCCC